ClC=1C=CC(=NC1C=1NC2=CC=CC=C2C(C1)=O)C#N 5-Chloro-6-(4-oxo-1,4-dihydroquinolin-2-yl)picolinonitrile